2,10-dimethyl-4,8-di-t-butyl-6-[3-(3,5-di-t-butyl-4-hydroxyphenyl)propionyloxy]-12H-dibenzo[d,g][1,3,2]dioxaphosphocin CC1=CC2=C(OP(OC3=C(C2)C=C(C=C3C(C)(C)C)C)OC(CCC3=CC(=C(C(=C3)C(C)(C)C)O)C(C)(C)C)=O)C(=C1)C(C)(C)C